NC1CCC(CC1)NC=1C=2N(N=CC1/C(/N)=N/C1=C(C=CC=C1)Cl)C=C(C2)C2=C(C=C(C=C2)OC)Cl (Z)-4-(((1r,4r)-4-aminocyclohexyl)amino)-6-(2-chloro-4-methoxyphenyl)-N'-(2-chlorophenyl)pyrrolo[1,2-b]pyridazine-3-carboximidamide